N1,N1',N1''-(benzene-1,3,5-triyltris(methylene))tris(propane-1,3-diamine) C1(=CC(=CC(=C1)CNCCCN)CNCCCN)CNCCCN